2-(2,6-dioxo-3-piperidyl)-5-[4-[[3-(4-nitrophenyl)-3,9-diazaspiro[5.5]undecan-9-yl]methyl]-1-piperidyl]isoindoline-1,3-dione O=C1NC(CCC1N1C(C2=CC=C(C=C2C1=O)N1CCC(CC1)CN1CCC2(CCN(CC2)C2=CC=C(C=C2)[N+](=O)[O-])CC1)=O)=O